N2,N2,N5,N5-tetrakis(2-methoxyethyl)pyrazine-2,5-dicarboxamide COCCN(C(=O)C1=NC=C(N=C1)C(=O)N(CCOC)CCOC)CCOC